9-(2,4-Dimethoxyphenyl)-1H-phenalen-1-one COC1=C(C=CC(=C1)OC)C1=CC=C2C=CC=C3C=CC(C1=C32)=O